F/C=C(\CNC(OC(C)(C)C)=O)/COC=1C=C2CCN(C(C2=CC1)=O)CC(=O)NCC(C)C Tert-Butyl N-[(E)-3-fluoro-2-[[2-[2-(isobutylamino)-2-oxo-ethyl]-1-oxo-3,4-dihydroisoquinoline-6-yl]oxymethyl]allyl]carbamate